3-(dimethylamino)-1-propanol CN(CCCO)C